FC=1C(=C(C=CC1)C1N=C(NC(=C1C(=O)OCC)C1CCN(CC1)S(=O)(=O)C1CC(C1)(C(=O)OCC[Si](C)(C)C)C)C=1SC=CN1)C (trans)-Ethyl 4-(3-fluoro-2-methylphenyl)-6-(1-((3-methyl-3-((2-(trimethylsilyl)ethoxy)carbonyl)cyclobutyl)sulfonyl)piperidin-4-yl)-2-(thiazol-2-yl)-1,4-dihydropyrimidine-5-carboxylate